(2-methoxyethyl)-10H-phenothiazine-3-carbaldehyde COCCC1=CC(=CC=2SC3=CC=CC=C3NC12)C=O